N1(CC(=CCC1)C(=O)[O-])C(=O)[O-] 1,2,5,6-tetrahydropyridine-1,3-dicarboxylate